FC=1C(=C(C=CC1F)C1CCN(CC1)C(=O)C=1C2=C(NN1)CN(C2)C(=O)N2CCN(CC2)C(=O)OC(C)(C)C)C(F)(F)F tert-butyl 4-(3-(4-(3,4-difluoro-2-(trifluoromethyl)phenyl)piperidine-1-carbonyl)-1,4,5,6-tetrahydropyrrolo[3,4-c]pyrazole-5-carbonyl)piperazine-1-carboxylate